CS(=O)(=O)OCC=1C=NC=C(C1)NC1C(NC(CC1)=O)=O (5-((2,6-dioxopiperidin-3-yl)amino)pyridin-3-yl)methyl methanesulfonate